OC1=C(C(NC2=NC=CN=C21)=O)C(=O)OCC ethyl 8-hydroxy-6-oxo-5H-pyrido[2,3-b]pyrazine-7-carboxylate